(R)-Methyl 4-bromo-3-(7-(4-chloro-3-(trifluoromethyl) benzoyl)-2-(isopropyl-amino)-6-methyl-4-oxo-5,6,7,8-tetrahydropyrido[3,4-d]pyrimidin-3(4H)-yl)-1-methyl-1H-pyrazole-5-carboxylate BrC=1C(=NN(C1C(=O)OC)C)N1C(=NC2=C(C1=O)C[C@H](N(C2)C(C2=CC(=C(C=C2)Cl)C(F)(F)F)=O)C)NC(C)C